(2S,5R)-5-benzyloxyaminopiperidine-2-carboxamide C(C1=CC=CC=C1)ON[C@@H]1CC[C@H](NC1)C(=O)N